4-cyclohexyl-N6-(2-(dimethylamino)ethyl)-1,3,5-triazine-2,4,6-triamine C1(CCCCC1)C1(NC(=NC(=N1)NCCN(C)C)N)N